FC1([C@@]2(C[C@H](C[C@](C1)(N2)C)N(C2=CC=C(N=N2)C2=C(C=C(C=C2)N2C=NC=C2)O)C)C)F 2-(6-(((1R,3S,5S)-6,6-difluoro-1,5-dimethyl-8-azabicyclo[3.2.1]octan-3-yl)(methyl)amino)pyridazin-3-yl)-5-(1H-imidazol-1-yl)phenol